The molecule is a C79 alpha-mycolate having a saturated C26 alpha-branch and a C53 meromycolic chain with a distal cis-double bond and a proximal cis-cyclopropyl function. It is produced by Mycobacterium tuberculosis H37Ra. It has a role as a bacterial metabolite. It is a mycolate, a hydroxy fatty acid anion, a monounsaturated fatty acid anion and a very long-chain fatty acid anion. It is a conjugate base of a (2R)-2-[(1R)-14-{2-[(15Z)-hexatriacont-15-en-1-yl]cyclopropyl}-1-hydroxytetradecyl]hexacosanoic acid. CCCCCCCCCCCCCCCCCCCCCCCC[C@H]([C@@H](CCCCCCCCCCCCCC1CC1CCCCCCCCCCCCCC/C=C\\CCCCCCCCCCCCCCCCCCCC)O)C(=O)[O-]